FC=1C(=C(C=C(C1F)F)C1=C(C(=NC=C1)C(=O)O)[Ir+]C=1C(=NC=CC1C1=C(C(=C(C(=C1)F)F)F)C=1C(=NC=CC1)C(=O)O)C(=O)O)C=1C(=NC=CC1)C(=O)O bis(3,4,5-trifluoro-2-(2-carboxypyridinyl)phenyl-(2-carboxypyridinyl))iridium (III)